3',7-dihydroxy-4'-methoxyflavone OC=1C=C(C=2OC3=CC(=CC=C3C(C2)=O)O)C=CC1OC